tert-butyl 6-((trifluoromethylsulfonyl)oxy)-3,4-dihydropyridin-1(2H)-carboxylate FC(S(=O)(=O)OC1=CCCCN1C(=O)OC(C)(C)C)(F)F